CC1=C(C=C(C(=C1)Cl)N)O 2-methyl-4-chloro-5-aminophenol